CN1C(=C(C2=CC(=CC=C12)C(F)(F)F)CCC(=O)O)C 3-(1,2-dimethyl-5-trifluoromethyl-1H-indol-3-yl)propionic acid